CC1(C[C@@H](C2=C(C=CC=C12)N)C)C (S)-1,1,3-trimethyl-4-aminoindan